7-methoxy-2-[2-methylcyclopropyl][1,2,4]triazolo[1,5-c]quinazolin-5-amine COC1=CC=CC=2C=3N(C(=NC12)N)N=C(N3)C3C(C3)C